6-nitro-1,3,4,10-tetrahydroacridin-9(2H)-one [N+](=O)([O-])C=1C=C2NC=3CCCCC3C(C2=CC1)=O